BrC1=C(C(=CC=C1)F)C1=CC=NN1CCC1=CC=CC=C1 5-(2-bromo-6-fluorophenyl)-1-(2-phenylethyl)-1H-pyrazole